FC(C1=NN=C2N1CCN(C2)C2=CC=C(C=N2)CN)F (6-(3-(difluoromethyl)-5,6-dihydro-[1,2,4]triazolo[4,3-a]pyrazin-7(8H)-yl)pyridin-3-yl)methylamine